N,N-dimethylpyridinamide CN(C(=O)C1=NC=CC=C1)C